3-Fluoro-5-(1-(4-fluorophenyl)-1H-pyrazol-4-yl)benzyl-(methyl)carbamic acid tert-butyl ester C(C)(C)(C)OC(N(C)CC1=CC(=CC(=C1)C=1C=NN(C1)C1=CC=C(C=C1)F)F)=O